C(#N)C1=C(C(=C(C=C1)N1C(C(=CC=C1C(F)(F)F)C(=O)O)=O)C)F 1-(4-cyano-3-fluoro-2-methyl-phenyl)-2-oxo-6-(trifluoromethyl)pyridine-3-carboxylic acid